4-(4-((6-(methylsulfonyl)pyridin-3-yl)methoxy)phenyl)-N-((1-phenylazetidin-3-yl)methyl)-1H-imidazole-1-carboxamide CS(=O)(=O)C1=CC=C(C=N1)COC1=CC=C(C=C1)C=1N=CN(C1)C(=O)NCC1CN(C1)C1=CC=CC=C1